N[C@@H]1CN(CC[C@H]1F)C1=NC2=C(N1CC(=O)N(C)C)C=C(C=C2F)F 2-(2-((3R,4R)-3-Amino-4-fluoropiperidin-1-yl)-4,6-difluoro-1H-benzo[d]imidazol-1-yl)-N,N-dimethylacetamid